C(#C)C1=CC(=C(C(=N1)C)C1=C(C2=C(N=CN=C2C)N1C)C1=CC[C@@H](CC1)C(=O)N1[C@@H](CCC1)C#N)C (S)-1-((R)-4-(6-(6-ethynyl-2,4-dimethylpyridin-3-yl)-4,7-dimethyl-7H-pyrrolo[2,3-d]pyrimidin-5-yl)cyclohex-3-ene-1-carbonyl)pyrrolidine-2-carbonitrile